C12(C(CCC1)O2)C2C=CCC2 3-epoxycyclopentyl-cyclopentaneN